(S)-2-((R)-4-((3R,5R,8R,9S,10S,13R,14S,17R)-3-hydroxy-10,13-dimethyl-hexadecahydro-1H-cyclopenta[a]phenanthren-17-yl)pentanamido)-3-phenylpropanoic acid O[C@@H]1CC[C@@]2([C@H]3CC[C@@]4([C@H](CC[C@H]4[C@@H]3CC[C@@H]2C1)[C@@H](CCC(=O)N[C@H](C(=O)O)CC1=CC=CC=C1)C)C)C